((1S,4S)-1-isopropyl-4-(((3S,4S)-3-methoxytetrahydro-2H-pyran-4-yl)amino)cyclopent-2-en-1-yl)(3-(trifluoromethyl)-7,8-dihydro-1,6-naphthyridin-6(5H)-yl)methanone C(C)(C)[C@@]1(C=C[C@H](C1)N[C@@H]1[C@@H](COCC1)OC)C(=O)N1CC=2C=C(C=NC2CC1)C(F)(F)F